C(C)C1(NC(N(C(C1)=O)CC1=CC(=CC=C1)C(NC1C(CC2=CC=C(C=C12)F)O)=O)=[NH2+])CC [4,4-diethyl-1-[[3-[(6-fluoro-2-hydroxy-indan-1-yl)carbamoyl]phenyl]methyl]-6-oxo-hexahydropyrimidin-2-ylidene]ammonium